C1(CC1)[C@H]1CN(CCN1)C=1N=NC(=CN1)C1=C(C=C(C=C1)C=1C=NN2C1CCCC2)O 2-{3-[(3S)-3-cyclopropylpiperazin-1-yl]-1,2,4-triazin-6-yl}-5-(4,5,6,7-tetrahydropyrazolo[1,5-a]pyridin-3-yl)phenol